6-(3-hydroxyphenyl)-2-phenethylisoquinolin-1(2H)-one OC=1C=C(C=CC1)C=1C=C2C=CN(C(C2=CC1)=O)CCC1=CC=CC=C1